[Br-].C1(=CC=C(C=C1)OCCCOP)C p-tolyloxyPropoxyphosphine bromide